C1(=CC=C(C=C1)C(C)C1=NC=CC2=CC=CC=C12)C1=CC=CC=C1 1-(1-([1,1'-biphenyl]-4-yl)ethyl)isoquinoline